C(#N)CCCN1C=NC2=C1C=C(C=C2)C#CC2=C1C=C(N=CC1=C(N=C2)NC)NC(=O)C2CC2 N-(5-((1-(3-cyanopropyl)-1H-benzo[d]imidazol-6-yl)ethynyl)-8-(methylamino)-2,7-naphthyridin-3-yl)cyclopropanecarboxamide